FC=1C=C(C=C2C3(C(NC12)=O)CC3)C=3NCCCC3 7'-fluoro-5'-(1,4,5,6-tetrahydropyridin-2-yl)spiro[cyclopropane-1,3'-indolin]-2'-one